stearyl alcohol dilinoleate C(CCCCCCC\C=C/C\C=C/CCCCC)(=O)O.C(CCCCCCC\C=C/C\C=C/CCCCC)(=O)O.C(CCCCCCCCCCCCCCCCC)O